4-(difluoromethyl)-1-(8-((3-methyl-4-((1-methyl-1H-benzo[d]imidazol-5-yl)oxy)phenyl)amino)pyrimido[5,4-d]pyrimidin-2-yl)piperidin FC(C1CCN(CC1)C=1N=CC2=C(N1)C(=NC=N2)NC2=CC(=C(C=C2)OC2=CC1=C(N(C=N1)C)C=C2)C)F